(Z)-8-bromo-6-fluoro-1-methyl-3-(2-methylhydrazineylidene)-1,2,3,4-tetrahydroquinoxaline BrC=1C=C(C=C2N\C(\CN(C12)C)=N/NC)F